(+)-Methyl 2-{3-[(1H-1,3-benzodiazol-2-yl)amino]-N-methyl-3-[3-(trifluoromethyl)phenyl]propanamido}acetate N1C(=NC2=C1C=CC=C2)NC(CC(=O)N(C)CC(=O)OC)C2=CC(=CC=C2)C(F)(F)F